9-Bromo-3-chloro-6-methyldibenzo[c,f][1,2]thiazepin-11(6H)-one 5,5-dioxide BrC1=CC2=C(N(S(C3=C(C2=O)C=CC(=C3)Cl)(=O)=O)C)C=C1